N-Fmoc-2,2,4,6,7-pentamethyldihydrobenzofuran-5-sulfonyl-L-arginine C(=O)(OCC1C2=CC=CC=C2C2=CC=CC=C12)N([C@@H](CCCNC(N)=N)C(=O)O)S(=O)(=O)C1=C(C(=C2C(CC(O2)(C)C)C1C)C)C